N-(3-chlorobenzylidene)-4-chlorobenzen-amine ClC=1C=C(C=NC2=CC=C(C=C2)Cl)C=CC1